(R)-1-(4-((1-(3-(difluoromethyl)-2-fluorophenyl)ethyl)amino)-2-methyl-1,7-dioxo-1,7-dihydropyrido[3,4-d]pyridazin-6(2H)-yl)cyclopropane-1-carbonitrile FC(C=1C(=C(C=CC1)[C@@H](C)NC1=NN(C(C=2C1=CN(C(C2)=O)C2(CC2)C#N)=O)C)F)F